tri-sodium ascorbate phosphate P(=O)([O-])([O-])[O-].O=C1C(O)=C(O)[C@H](O1)[C@@H](O)CO.[Na+].[Na+].[Na+]